P(=O)(O)(O)O.[N+](=O)([O-])C1=C(C=CC(=C1)[N+](=O)[O-])NN 2,4-dinitrophenylhydrazine phosphate